O1CC12CCC(CC2)O 1-oxaspiro[2.5]octan-6-ol